1-(4-(6-amino-5-(4-amino-2-fluorophenyl)pyridin-3-yl)benzyl)-3-(oxetan-3-ylmethyl)pyrrolidin-2-one NC1=C(C=C(C=N1)C1=CC=C(CN2C(C(CC2)CC2COC2)=O)C=C1)C1=C(C=C(C=C1)N)F